Cl.CN1C(C=C(C=C1)NC(=O)[C@H]1NCCC1)=O (S)-N-(1-methyl-2-oxo-1,2-dihydropyridin-4-yl)pyrrolidine-2-carboxamide hydrochloride